C(C)(C)[C@@H]1N=C(CN=C1OC)OC (S)-2-isopropyl-3,6-dimethoxy-2,5-dihydropyrazine